N-[trans-(7RS,9RS)-3-cyclopropyl-9-(2-methoxyanilino)-5-(2-methylpropylsulfamoyl)-8,9-dihydro-7H-cyclopenta[h]isoquinolin-7-yl]pyridine-3-carboxamide C1(CC1)C=1N=CC2=C3C(=CC(=C2C1)S(NCC(C)C)(=O)=O)[C@@H](C[C@H]3NC3=C(C=CC=C3)OC)NC(=O)C=3C=NC=CC3 |r|